BrC1=CC=C2C3(CC=4C(=NOC4C2=C1)NS(=O)(=O)C1=C(C=C(C=C1OC)CC(=O)N1CCOCC1)OC)CC3 N-(8'-bromo-4'H-spiro[cyclopropane-1,5'-naphtho[2,1-d]isoxazol]-3'-yl)-2,6-dimethoxy-4-(2-morpholino-2-oxoethyl)benzenesulfonamide